6-Methyl-3-[1-[6-methyl-2-(2-methylindazol-5-yl)-4-oxo-chromen-8-yl]ethylamino]pyridine-2-carboxylic acid CC1=CC=C(C(=N1)C(=O)O)NC(C)C=1C=C(C=C2C(C=C(OC12)C1=CC2=CN(N=C2C=C1)C)=O)C